CN1C(N(C2=C3C(=NC=C21)NC(=C3C=3C=C2C=NN(C2=CC3)C)C=3C=NN(C3)C)C3CCC(CC3)CC#N)=O 2-((1S,4S)-4-(3-Methyl-8-(1-methyl-1H-indazol-5-yl)-7-(1-methyl-1H-pyrazol-4-yl)-2-oxo-3,6-dihydroimidazo[4,5-d]pyrrolo[2,3-b]pyridin-1(2H)-yl)cyclohexyl)acetonitril